6-(2-methylpyridin-4-yl)-7H-pyrrolo[2,3-d]pyrimidin CC1=NC=CC(=C1)C1=CC2=C(N=CN=C2)N1